CC1=CS(=O)(=O)OC1 2-methyl-1-propen-1,3-sultone